ethyl (S)-3-(3-(4-hydroxy-1-methyl-2-oxo-1,2-dihydropyridin-3-yl)ureido)-3-(3-(pyridin-2-yl) phenyl)propanoate OC1=C(C(N(C=C1)C)=O)NC(N[C@@H](CC(=O)OCC)C1=CC(=CC=C1)C1=NC=CC=C1)=O